1-(2-pyridinyl)benzotriazole N1=C(C=CC=C1)N1N=NC2=C1C=CC=C2